N-(2-(5-(benzyloxy)-2'-(methylthio)-[1,1'-biphenyl]-2-yl)ethyl)acetamide C(C1=CC=CC=C1)OC=1C=CC(=C(C1)C1=C(C=CC=C1)SC)CCNC(C)=O